FC1=CC=C(C=C1)C=1C=C2C(=NC=NC2=C(C1)OCC1(CCCCC1)C(=O)OC)N[C@H](C)C=1C=NC(=NC1)C(F)(F)F methyl (R)-1-(((6-(4-fluorophenyl)-4-((1-(2-(trifluoromethyl)pyrimidin-5-yl)ethyl)amino)quinazolin-8-yl)oxy)methyl)cyclohexane-1-carboxylate